[3-(1,3-benzothiazol-2-ylamino)-4-methyl-6,7-dihydro-5H-pyrido[2,3-c]pyridazin-8-yl]-5-[3-[2-fluoro-4-[3-(3-hydroxy-1-piperidinyl)prop-1-ynyl]phenoxy]propyl]thiazole-4-carboxylic acid S1C(=NC2=C1C=CC=C2)NC2=C(C1=C(N=N2)N(CCC1)C=1SC(=C(N1)C(=O)O)CCCOC1=C(C=C(C=C1)C#CCN1CC(CCC1)O)F)C